(5'S,7'R,7a'R)-1-(3-fluoropyrazolo[1,5-a]pyrimidin-7-yl)-7'-hydroxy-5'-phenyltetrahydro-3'H-spiro[piperidine-4,2'-pyrrolo[2,1-b][1,3]oxazol]-3'-one FC=1C=NN2C1N=CC=C2N2CCC1(C(N3[C@H](O1)[C@@H](C[C@H]3C3=CC=CC=C3)O)=O)CC2